C(C)(C)C1=CC(=NC=C1)NC1=CC=C2C=CNC2=C1 N-(4-isopropylpyridin-2-yl)-1H-indol-6-amine